C(C)(C)(C)OC(NCCSC=1N=NC(=CC1N)Cl)=O {2-[(4-amino-6-chloropyridazin-3-yl)sulfanyl]ethyl}carbamic acid tert-butyl ester